C1[Se]CC[Se]1 2,5-diselenolane